C1(CC1)NC1=CC=C(C(=N1)F)C1=NN(C=C1C(=O)OCC1=CC=CC=C1)C1CCOCC1 Benzyl 3-[6-(cyclopropyl-amino)-2-fluoropyridin-3-yl]-1-(oxan-4-yl)pyrazole-4-carboxylate